N-(4-fluoro-3-methylphenyl)-3-(2-((1-(3-methyl-1,2,4-oxadiazol-5-yl)ethyl)amino)-2-oxoacetyl)-5,6,7,8-tetrahydroindolizine-1-carboxamide FC1=C(C=C(C=C1)NC(=O)C=1C=C(N2CCCCC12)C(C(=O)NC(C)C1=NC(=NO1)C)=O)C